N-[(1S)-1-[[2-chloro-5-[2-[cyclopropyl(hydroxy)methyl]-4-pyridyl]phenyl]methyl]-2-[4-(3-methylimidazol-4-yl)anilino]-2-oxo-ethyl]-2-methyl-pyrazole-3-carboxamide ClC1=C(C=C(C=C1)C1=CC(=NC=C1)C(O)C1CC1)C[C@@H](C(=O)NC1=CC=C(C=C1)C=1N(C=NC1)C)NC(=O)C=1N(N=CC1)C